4-[7-(3-fluoro-phenyl)-3-hydroxy-quinolin-2-yl]-4-oxo-butyric acid ethyl ester C(C)OC(CCC(=O)C1=NC2=CC(=CC=C2C=C1O)C1=CC(=CC=C1)F)=O